2-tert-butyl-5,6,7,8-tetrahydro-10H-oxazolo[5,4-d]pyrido[1,2-a]pyrimidin-10-one C(C)(C)(C)C=1OC=2N=C3N(C(C2N1)=O)CCCC3